N[C@@H]1CN(CCC1)C1=CC=NC2=CC=CC=C12 4-[(3S)-3-aminopiperidin-1-yl]quinolin